C1(=CC=CC=C1)C1(CC(C1)=O)C(C)(C)B1OC(C(O1)(C)C)(C)C 3-phenyl-3-(2-(4,4,5,5-tetramethyl-1,3,2-dioxaborolan-2-yl)propan-2-yl)cyclobutan-1-one